C(C)(C)[C@H]1NC(N(C1)C1(CC2=CC=C(C=C2C1)NC([C@H](CC1=CC=CC=C1)NC(=O)C1=CC=NN1C)=O)C(NC)=O)=O N-((2S)-1-((2-((R)-4-isopropyl-2-oxoimidazolidin-1-yl)-2-(methylcarbamoyl)-2,3-dihydro-1H-inden-5-yl)amino)-1-oxo-3-phenylpropan-2-yl)-1-methyl-1H-pyrazole-5-carboxamide